di-n-butylmethylene(cyclopentadienyl)(2,7-dimethyl-3,6-dicumyl-butylfluorenyl)zirconium dichloride [Cl-].[Cl-].C(CCC)C(CCCC)=[Zr+2](C1=C(C=CC=2C3=CC(=C(C=C3CC12)C)C(C)(C)C1=CC=CC=C1)CC(C(C)C(C)(C)C1=CC=CC=C1)C)C1C=CC=C1